C([C@@H]1[C@@H]([C@@H]([C@H]([C@H](O1)O[C@H]2[C@H]([C@H](O[C@H]([C@@H]2O)O[C@@H]3[C@H](OC([C@@H]([C@H]3O)O)O)CO)CO)O)O)O)O)O The molecule is a linear trisaccharide comprising D-glucose (at the reducing end) having an alpha-D-galactosyl-(1->3)-beta-D-galactosyl moiety at the 4-position. It has a role as a carbohydrate allergen.